dimethylethoxyammonium bromide [Br-].C[NH+](OCC)C